CN1N=C(C(=C1)B(O)O)C 1,3-DIMETHYL-1H-PYRAZOL-4-YLBORONIC ACID